FC1N(CCC1NC(=O)NC1=CC=C(C=C1)OC(F)(F)F)C(=O)[O-] 2-fluoro-3-(3-(4-(trifluoromethoxy)phenyl)ureido)pyrrolidine-1-carboxylate